C1(=CC=CC=C1)N1N=CC(=C1)C=1SC=C(N1)C(=O)N1CC2(C1)CNC2 2-[2-(1-phenyl-1H-pyrazol-4-yl)-1,3-thiazole-4-carbonyl]-2,6-diazaspiro[3.3]heptane